4-((2S,4s,6r)-2-(difluoromethoxy)-7-((5-methoxy-7-methyl-1H-indol-4-yl)methyl)-7-azaspiro[3.5]nonan-6-yl)benzoic acid FC(OC1CC2(C1)C[C@@H](N(CC2)CC2=C1C=CNC1=C(C=C2OC)C)C2=CC=C(C(=O)O)C=C2)F